ClC1=CC=C2C(=CN=CC2=C1)S(=O)(=O)NC=1C(=NC(=C(C1)F)OCC(F)F)OC 7-chloro-N-[6-(2,2-difluoroethoxy)-5-fluoro-2-methoxy-3-pyridinyl]isoquinoline-4-sulfonamide